2-[6-[4-(1-tert-butoxycarbonyl-4-piperidinyl)-2-methyl-phenyl]-4-fluoro-1-oxo-isoindol-2-yl]-2-(6,7-dihydro-5H-pyrrolo[1,2-c]imidazol-1-yl)acetic acid C(C)(C)(C)OC(=O)N1CCC(CC1)C1=CC(=C(C=C1)C1=CC(=C2CN(C(C2=C1)=O)C(C(=O)O)C1=C2N(C=N1)CCC2)F)C